CN1CCC(CC1)N1N=CC(=C1)NC(=O)C=1C=C2C(=NC1)NC=C2C2=CC=C1C(CC3(CCNCC3)C1=C2)=O N-(1-(1-methylpiperidin-4-yl)-1H-pyrazol-4-yl)-3-(3-oxo-2,3-dihydrospiro[indene-1,4'-piperidin]-6-yl)-1H-pyrrolo[2,3-b]pyridine-5-carboxamide